N,N-dihydroxyethyl-2-aminopropionic acid sodium [Na].ON(C(C(=O)O)(C)CC)O